5-amino-2-methoxybenzamide NC=1C=CC(=C(C(=O)N)C1)OC